COC(CCCCCCCC1C(C1)C(CCCCCCCCCCCCCCCC)N(C)C)=O methyl-8-{2-[l-1-(dimethylamino)heptadecyl]cyclopropyl}octanoate